[N+](=O)([O-])C1=C(N)C=CC(=C1)OCCN1CCCC1 2-nitro-4-(2-pyrrolidin-1-ylethoxy)aniline